BrC=1C=CC(=NC1)OC1CC2(C1)CCN(CC2)C(=O)OC(C)(C)C tert-butyl 2-[(5-bromo-2-pyridyl)oxy]-7-azaspiro[3.5]nonane-7-carboxylate